3-(5-amino-8-(2,6-dimethylpyridin-4-yl)-2-(pyridin-2-ylamino)-[1,2,4]triazolo[1,5-c]pyrimidin-7-yl)benzonitrile NC1=NC(=C(C=2N1N=C(N2)NC2=NC=CC=C2)C2=CC(=NC(=C2)C)C)C=2C=C(C#N)C=CC2